9,9-di-tert-butylfluorene C(C)(C)(C)C1(C2=CC=CC=C2C=2C=CC=CC12)C(C)(C)C